CN([C@@H](CC1=C(C(=C(C(=O)N)C=C1)F)F)CNC(C[C@@H](C1(CC1)C(F)(F)F)C=1C=NC(=NC1)C)=O)C 4-((S)-2-(dimethylamino)-3-((R)-3-(2-methylpyrimidin-5-yl)-3-(1-(trifluoromethyl)cyclopropyl)propanamido)propyl)-2,3-difluorobenzamide